3-chloro-6-fluoro-styrene ClC=1C=C(C=C)C(=CC1)F